C(CCCCCCCCCCCCCCC)P(OCCCCCCCC)([O-])[O-] octyl hexadecylphosphite